[6-[(3,5-difluoro-2-pyridyl)methyl]-2-azaspiro[3.3]heptan-2-yl]-(2,2-dioxo-2lambda6-thia-6-azaspiro[3.3]heptan-6-yl)methanone FC=1C(=NC=C(C1)F)CC1CC2(CN(C2)C(=O)N2CC3(CS(C3)(=O)=O)C2)C1